malic acid diamide acrylate C(C=C)(=O)O.C(C(O)CC(=O)N)(=O)N